(4aR,6R,7R,8R,8aR)-8-(4-(3-fluorophenyl)-1H-1,2,3-triazol-1-yl)-7-hydroxy-2-phenylhexahydropyrano[3,2-d][1,3]Dioxin-6-carboxylic acid methyl ester COC(=O)[C@H]1[C@@H]([C@H]([C@H]2OC(OC[C@H]2O1)C1=CC=CC=C1)N1N=NC(=C1)C1=CC(=CC=C1)F)O